NCCC=1C=NC(=NC1)C1=C(C=C(C#N)C=C1)OC=1N(N=C(C1)CC)C 4-[5-(2-aminoethyl)pyrimidin-2-yl]-3-(5-ethyl-2-methylpyrazol-3-yl)oxybenzonitrile